tert-butyl 4-(6-oxo-4-phenylpyridazin-1(6H)-yl)piperidine-1-carboxylate O=C1C=C(C=NN1C1CCN(CC1)C(=O)OC(C)(C)C)C1=CC=CC=C1